BrC1=CC=C(C=N1)C(CCC#N)C(F)(F)F 4-(6-bromopyridin-3-yl)-5,5,5-trifluoropentanenitrile